(2-(trifluoromethyl)phenyl)pyrimidine-5-carboxamide FC(C1=C(C=CC=C1)C1=NC=C(C=N1)C(=O)N)(F)F